CN1N=CC2=CC(=CC(=C12)OC1=CC=C(C=C1)OCCN1C(OCC1)=O)C(=O)N 1-methyl-7-[4-[2-(2-oxooxazolidin-3-yl)ethoxy]phenoxy]indazole-5-carboxamide